C(C1CO1)C(=C(C(=O)O)C)CC1CO1.OC1=CC=C(C=C1)C(C)(C)C1=CC=C(C=C1)O bisphenol A Bis-glycidyl-methacrylate